OC1CN(CCC1)CC1(COCCC1)CNC(=O)C1=CC2=C(S1)CCCCCC2 N-({3-[(3-Hydroxypiperidin-1-yl)methyl]oxan-3-yl}methyl)-4H,5H,6H,7H,8H,9H-cycloocta[b]thiophene-2-carboxamide